C(CCC)(=O)SCCOP(=O)(OCCSC(CCC)=O)C(C1=CC2=C(SC(=C2)C(=O)OC2=CC=C(C=C2)[N+](=O)[O-])C=C1)(F)F 4-nitrophenyl 5-((bis(2-(butyrylthio)ethoxy)phosphoryl)difluoromethyl)benzo[b]thiophene-2-carboxylate